O1COC2=C1C=CC(=C2)C2N(C(=NC=N2)C(Cl)(Cl)Cl)C(Cl)(Cl)Cl 2-(benzo[d][1,3]dioxol-5-yl)-1,6-bis(trichloromethyl)-1,3,5-triazine